C1(CC1)S(=O)(=O)NC=1SC=C(N1)C(C(=O)NC1=CC=C(C=C1)C=1C=NC=CC1)CC 2-(2-(cyclopropanesulfonamido)thiazol-4-yl)-N-(4-(pyridin-3-yl)phenyl)butanamide